N1(N=CC=C1)C1=CC=C(C=N1)N1C(N(C2=C(C1=O)C(=C(S2)C2=CC=C(C=C2)[N+](=O)[O-])CN(C)C)CC2=C(C=CC=C2F)F)=O 3-(6-(1H-pyrazol-1-yl)pyrid-3-yl)-1-(2,6-difluorobenzyl)-5-((dimethylamino)methyl)-6-(4-nitrophenyl)thieno[2,3-d]pyrimidine-2,4(1H,3H)-dione